N-propylpyrrolidine C(CC)N1CCCC1